ClC1=CC=C2C=C(NC2=C1Cl)C(=O)OCC ethyl 6,7-dichloro-1H-indole-2-carboxylate